Methyl 3,5-dimethoxy-4-isopropylbenzoate COC=1C=C(C(=O)OC)C=C(C1C(C)C)OC